(3-cyclopropylmethoxy-4-methoxyphenyl)ethanone C1(CC1)COC=1C=C(C=CC1OC)C(C)=O